1-[4-(difluoromethyl)-1-(2-trimethylsilylethoxymethyl)indol-6-yl]Ethanone Methyl-5-(4-{bis[(tert-butoxy)carbonyl]amino}butyl)benzo[c]2,6-naphthyridine-8-carboxylate COC(=O)C=1C=CC2=C(N=C(C3=CC=NC=C23)CCCCN(C(=O)OC(C)(C)C)C(=O)OC(C)(C)C)C1.FC(C1=C2C=CN(C2=CC(=C1)C(C)=O)COCC[Si](C)(C)C)F